CC=1C(=NC=CC1OC1=CC=C(C=C1)OC(F)(F)F)N1CCC(CC1)NC(=S)NC=1C=NC=CC1 1-(1-(3-Methyl-4-(4-(trifluoromethoxy)phenoxy)pyridin-2-yl)piperidin-4-yl)-3-(pyridin-3-yl)thiourea